8-chloro-2-[2-hydroxy-4-(trifluoromethyl)phenyl]Chromen-4-one ClC=1C=CC=C2C(C=C(OC12)C1=C(C=C(C=C1)C(F)(F)F)O)=O